tert-butyl 4-(4-(4-chloro-7,7-dimethyl-5-oxo-5,7-dihydroindolo[1,2-a]quinazolin-9-yl)piperidine-1-carbonyl)piperidine-1-carboxylate ClC=1C=2C(N=C3N(C2C=CC1)C1=CC=C(C=C1C3(C)C)C3CCN(CC3)C(=O)C3CCN(CC3)C(=O)OC(C)(C)C)=O